C(C)(C)(C)[C@H]1CN(CC1)C(=O)NCC1=C(C=C(C=C1)C1=NC=NC(=C1)NC1=NN2C(CN(CC2)C)=C1)C (S)-3-(tert-butyl)-N-(2-methyl-4-(6-((5-methyl-4,5,6,7-tetrahydropyrazolo[1,5-a]pyrazin-2-yl)amino)pyrimidin-4-yl)benzyl)pyrrolidine-1-carboxamide